OC(CC=C(C)C)C1=C(C2=C(C=CC(=C2C(=C1)OC)OC)OC)OC (1-hydroxy-4-methyl-3-pentenyl)-1,4,5,8-tetramethoxynaphthalene